6-chloro-4-[(3R,4R)-4-(4-chloro-2-fluoro-anilino)-3-methyl-1-piperidyl]-1-methyl-2-oxo-1,5-naphthyridine-3-carbonitrile ClC=1N=C2C(=C(C(N(C2=CC1)C)=O)C#N)N1C[C@H]([C@@H](CC1)NC1=C(C=C(C=C1)Cl)F)C